NCCOCCOCCOCCOCCC(=O)N 3-[2-[2-[2-(2-aminoethoxy)ethoxy]ethoxy]ethoxy]propanamide